COC1=CC=C(CN(C2=C3C(=C(N=N2)OC(C)C)N(C(=N3)CCCC)CC3=CC=C(CNC(OC(C)(C)C)=O)C=C3)CC3=CC=C(C=C3)OC)C=C1 tert-butyl (4-((4-(bis(4-methoxybenzyl)amino)-2-butyl-7-isopropoxy-1H-imidazo[4,5-d]pyridazin-1-yl)methyl)benzyl)carbamate